FC1=CC2=C(NC(=N2)NC2=CC=CC=C2)C=C1F 5,6-difluoro-N-phenyl-1H-benzo[d]imidazol-2-amine